C(#CCC)C=1C=NC=CC1NC(C(F)(F)F)=O N-(3-(but-1-yn-1-yl)pyridin-4-yl)-2,2,2-trifluoroacetamide